FC1=C2CC[C@@H](C2=CC=C1)NC(=O)C1=NC(=NC(=C1)C1CCOCC1)C1=CN=CN1C (S)-N-(4-fluoro-2,3-dihydro-1H-inden-1-yl)-2-(1-methyl-1H-imidazol-5-yl)-6-(tetrahydro-2H-pyran-4-yl)pyrimidine-4-carboxamide